(2S)-2-amino-3-(1H-imidazol-4-yl)-N-[3-(1H-pyrazol-4-yl)-1H-indol-7-yl]propanamide N[C@H](C(=O)NC=1C=CC=C2C(=CNC12)C=1C=NNC1)CC=1N=CNC1